2-methyl-1,4-dihydroxynaphthalene CC1=C(C2=CC=CC=C2C(=C1)O)O